OCC(=O)N/N=C/C1=CC=CC2=CC=CC=C12 (E)-2-hydroxy-N'-(naphthalen-1-ylmethylene)acetohydrazide